(S)-1'-(8-((3-chloro-2-(methylamino)pyridin-4-yl)thio)-7-methylimidazo[1,2-c]pyrimidin-5-yl)-5,7-dihydrospiro[cyclopenta[b]pyridin-6,4'-piperidin]-5-amine ClC=1C(=NC=CC1SC=1C=2N(C(=NC1C)N1CCC3(CC1)[C@@H](C=1C(=NC=CC1)C3)N)C=CN2)NC